C1(=CC=CC=C1)C(C1=CC=CC=C1)=NC1=C2C=C(C(NC2=CC=C1)=O)C 5-((diphenylmethylene)amino)-3-methylquinolin-2(1H)-one